NCC1=CC(=C(C(=C1)Cl)C1C(NC(CC1)=O)=O)Cl 3-[4-(aminomethyl)-2,6-dichloro-phenyl]piperidine-2,6-dione